FC(OC1=NC=2N(C=C1)C(=NN2)[C@@H]2C[C@@H](CCC2)NC2=NC=C(C=N2)C(F)(F)F)F N-[(1R,3S)-3-[7-(difluoromethoxy)-[1,2,4]triazolo[4,3-a]pyrimidin-3-yl]cyclohexyl]-5-(trifluoromethyl)pyrimidin-2-amine